4-((2-cyano-4-fluorophenyl)thio)-6-(1-((1R,2R)-2-hydroxycyclohexyl)-5-methyl-1H-pyrazol-4-yl)pyrazolo[1,5-a]pyridine-3-carbonitrile C(#N)C1=C(C=CC(=C1)F)SC=1C=2N(C=C(C1)C=1C=NN(C1C)[C@H]1[C@@H](CCCC1)O)N=CC2C#N